ClC1=C(N(C)C2CCCCC2)C(=CC=C1)[N+](=O)[O-] 2-chloro-N-cyclohexyl-N-methyl-6-nitro-aniline